C[N+]1=CN([C@H]2[C@H](O)[C@H](O)[C@@H](CO)O2)C=2N=C(NC(C12)=O)N Anti-7-methyl-guanosine